3-[2,3-difluoro-4-[4-(4-pentylcyclohexyl)cyclohexyl]phenoxy]-propylphosphonic acid FC1=C(OCCCP(O)(O)=O)C=CC(=C1F)C1CCC(CC1)C1CCC(CC1)CCCCC